3-((2-methoxyethoxy)methyl)morpholine COCCOCC1NCCOC1